C(C)(=O)NC1=CC=NN1C1=NN=C(S1)NC(=O)C1=CC(=C(C(O1)=O)OCC(COC)(C)C)C1=NC=CC=C1OC N-(5-(5-acetamido-1H-pyrazol-1-yl)-1,3,4-thiadiazol-2-yl)-3-(3-methoxy-2,2-dimethylpropoxy)-4-(3-methoxypyridin-2-yl)-2-oxo-2H-pyran-6-carboxamide